C(C)OC1C(C1)NC(CC1=CC=C(C=C1)NC(NCC1=CC=C(C=C1)OC)=O)=O N-(2-ethoxycyclopropyl)-2-[4-({N-[(4-methoxyphenyl)methyl]carbamoyl}amino)phenyl]acetamide